OC[C@@H]1CC2=C(CN1C=1N=C(C3=C(N1)CC[S@]3=O)NC3(CCC3)CO)C=CS2 (R)-2-((S)-6-(Hydroxymethyl)-6,7-dihydrothieno[3,2-c]pyridin-5(4H)-yl)-4-((1-(hydroxymethyl)cyclobutyl)amino)-6,7-dihydrothieno[3,2-d]pyrimidine 5-oxide